OC1=C(C=CC(=C1O)O)C(=O)C1=CC=CC=C1 phenyl (2,3,4-trihydroxyphenyl) ketone